(2S)-1-[1-[4-(trifluoromethoxy)phenyl]cyclopropanecarbonyl]azepane-2-carboxylic acid methyl ester COC(=O)[C@H]1N(CCCCC1)C(=O)C1(CC1)C1=CC=C(C=C1)OC(F)(F)F